5-bromo-2H-pyrazol-3-amine BrC=1C=C(NN1)N